(S)-6-(2-cyano-4-(2-methoxyethoxy)phenyl)-4-(piperidin-3-ylamino)pyrido[3,2-d]pyrimidine-8-carboxamide C(#N)C1=C(C=CC(=C1)OCCOC)C=1C=C(C=2N=CN=C(C2N1)N[C@@H]1CNCCC1)C(=O)N